NC1=NC=C(C=C1O[C@@H](C)C=1C=C(C=CC1)NC(C1=C(C=CC(=C1)C)Cl)=O)Cl (S)-N-(3-(1-((2-amino-5-chloropyridin-3-yl)oxy)ethyl)-phenyl)-2-chloro-5-methylbenzamide